benzyl ((1-(1-(cis-4-isopropylcyclohexyl)piperidin-4-yl)-5-methyl-1H-indole-2-yl)methyl)carbamate C(C)(C)[C@H]1CC[C@H](CC1)N1CCC(CC1)N1C(=CC2=CC(=CC=C12)C)CNC(OCC1=CC=CC=C1)=O